4-((5-(1,6-dimethyl-1H-pyrazolo[3,4-b]pyridin-4-yl)-3-methyl-4,5,6,7-tetrahydro-1H-pyrazolo[4,3-c]pyridin-1-yl)methyl)-N-methylbicyclo[2.2.2]octan-1-amine CN1N=CC=2C1=NC(=CC2N2CC1=C(CC2)N(N=C1C)CC12CCC(CC1)(CC2)NC)C